FC=1C=C2C=CC=C(C2=CC1)N1C(C(C2=CC=CC=C12)(O)C1=CC=C(C=C1)S(=O)(=O)N)=O 4-[1-(6-fluoro-1-naphthyl)-3-hydroxy-2-oxo-indolin-3-yl]benzenesulfonamide